COC1=NC2=CC=CC=C2C=C1C1=NN=C(O1)[C@@H](CCCCCC(CC)=O)NC(=O)C1CCC2(OC(C=3C2=NC=CC3)=O)CC1 (1R,4s)-N-((S)-1-(5-(2-Methoxychinolin-3-yl)-1,3,4-oxadiazol-2-yl)-7-oxononyl)-5'-oxo-5'H-spiro[cyclohexan-1,7'-furo[3,4-b]pyridin]-4-carboxamid